[Si](C1=CC=CC=C1)(C1=CC=CC=C1)(C(C)(C)C)OC[C@@H]1CO[C@@H](CN1C(=O)OC(C)(C)C)C(NC(C)(C)C1=NC=C(C2=CC=CC=C12)F)=O tert-butyl (2S,5S)-5-(((tert-butyldiphenylsilyl)oxy)methyl)-2-((2-(4-fluoroisoquinolin-1-yl)propan-2-yl)carbamoyl)morpholine-4-carboxylate